C[C@H]1OC[C@H](N(C1)C(=O)C1CCC(CC1)C1=CC=C(C=C1)N1C[C@@H](CC1)OC=1C(=NC=2N(C1C)N=C(N2)C)C)C ((2R,5R)-2,5-dimethylmorpholino)((1R,4R)-4-(4-((R)-3-((2,5,7-trimethyl-[1,2,4]triazolo[1,5-a]pyrimidin-6-yl)oxy)pyrrolidin-1-yl)phenyl)cyclohexyl)methanone